7-hydroxy-8-(5-methyl-2-(prop-1-en-2-yl)phenyl)-2-(4-nitrophenyl)-2-(2-oxopropyl)-5-pentyl-4H-benzo[d][1,3]dioxin-4-one OC=1C=C(C2=C(OC(OC2=O)(CC(C)=O)C2=CC=C(C=C2)[N+](=O)[O-])C1C1=C(C=CC(=C1)C)C(=C)C)CCCCC